N1C(CCCC1)=O (±)-cis-piperidone